p-bromophenyl-allyl alcohol BrC1=CC=C(C=C1)C=CCO